(2R,3S)-3-(1-(2,4-difluorobenzyl)-1H-pyrazol-3-yl)-2-(2,4-difluorophenyl)-1-(1H-1,2,4-triazol-1-yl)butan-2-ol FC1=C(CN2N=C(C=C2)[C@@H]([C@@](CN2N=CN=C2)(O)C2=C(C=C(C=C2)F)F)C)C=CC(=C1)F